CC1=C(C(=CC=C1)C)C=1C=C2C(=NC1)NC(N2CCN2CCCC2)=O 6-(2,6-dimethylphenyl)-1-(2-pyrrolidin-1-ylethyl)-3H-imidazo[4,5-b]pyridin-2-one